C(CCC)C1CCC(CC1)OC(N[C@H](C(=O)N[C@H](CO)C[C@H]1C(NCC1)=O)CC(C)C)=O ((S)-1-(((S)-1-hydroxy-3-((S)-2-oxopyrrolidin-3-yl)propan-2-yl)amino)-4-methyl-1-oxopent-2-yl)carbamic acid (1s,4S)-4-butylcyclohexyl ester